1-((S*)-1-(2-((S)-Amino(4,4-difluorocyclohexyl)methyl)imidazo[1,2-b]pyridazin-7-yl)-2-ethoxyethyl)-5,5-difluorotetrahydropyrimidin-2(1H)-one hydrochloride Cl.N[C@H](C=1N=C2N(N=CC(=C2)[C@@H](COCC)N2C(NCC(C2)(F)F)=O)C1)C1CCC(CC1)(F)F |o1:11|